C(#N)CC1CC(C1)(C1=NN=CN1C)C=1C=C(C=CC1)NC(=O)C=1C=2N(C=C(C1)CO)C(=CN2)F N-(3-((1s,3s)-3-(cyanomethyl)-1-(4-methyl-4H-1,2,4-triazol-3-yl)cyclobutyl)phenyl)-3-fluoro-6-(hydroxymethyl)imidazo[1,2-a]pyridine-8-carboxamide